7,7,9-Trimethyl-4,13-dioxo-3,14-dioxa-5,12-diazahexadecan-1,16-diyl-bis(2-methylacrylat) CC(CNC(OCCC=C(C(=O)[O-])C)=O)(CC(CCNC(OCCC=C(C(=O)[O-])C)=O)C)C